6-(6-bromochroman-8-yl)-5-azaspiro[2.4]heptane BrC=1C=C2CCCOC2=C(C1)C1NCC2(CC2)C1